COC(C(CC1CC1)NC(=O)OCC1=CC=CC=C1)=O 2-(((benzyloxy)carbonyl)amino)-3-cyclopropylpropionic acid methyl ester